1-(t-butyl) 2-ethyl-3-(((t-butyldimethylsilyl)oxy)methyl)pyrrolidin-1,2-dicarboxylate C(C)C1(N(CCC1CO[Si](C)(C)C(C)(C)C)C(=O)OC(C)(C)C)C(=O)[O-]